1'-((5-fluoro-2-methyl-3-oxo-8-(prop-1-yn-1-yl)-3,4-dihydroquinoxalin-6-yl)methyl)-N-methyl-1',2',3',6'-tetrahydro-[3,4'-bipyridine]-6-carboxamide FC1=C2NC(C(=NC2=C(C=C1CN1CCC(=CC1)C=1C=NC(=CC1)C(=O)NC)C#CC)C)=O